4-((5-(3,5-difluorophenyl)-1-((4'-fluoro-[1,1'-biphenyl]-4-yl)methyl)-1H-indazole-7-carboxamido)methyl)benzoic acid FC=1C=C(C=C(C1)F)C=1C=C2C=NN(C2=C(C1)C(=O)NCC1=CC=C(C(=O)O)C=C1)CC1=CC=C(C=C1)C1=CC=C(C=C1)F